FC(C(=O)O)(F)F.CN1N=CC(=C1)C=1C=CC=2N(C1)N=CC2C#N 6-(1-methyl-1H-pyrazol-4-yl)pyrazolo[1,5-a]Pyridine-3-carbonitrile trifluoroacetate